IC(CC(=O)OCCCCCCCCCCCCCCCCCCC)C nonadecyl 3-iodobutyrate